bis(2,3-epoxypropyl) sulfide C(C1CO1)SCC1CO1